CN([C@H](CNC(C1=CC(=CC(=C1)C(F)(F)F)NC(CC1=C(C=C(C=C1)C=1C=NC(=CC1OCC)OCC1=CC=C(C=C1)OC)F)=O)=O)C)C N-[(2S)-2-(dimethylamino)propyl]-3-[[2-[4-[4-ethoxy-6-[(4-methoxyphenyl)methoxy]-3-pyridyl]-2-fluoro-phenyl]acetyl]amino]-5-(trifluoromethyl)benzamide